Tert-butyl (1,3-bis(2-(dicyclohexylamino)-2-oxoethoxy)propan-2-yl)carbamate tert-butyl-(1,3-dihydroxypropan-2-yl)carbamate C(C)(C)(C)N(C(O)=O)C(CO)CO.C1(CCCCC1)N(C(COCC(COCC(N(C1CCCCC1)C1CCCCC1)=O)NC(OC(C)(C)C)=O)=O)C1CCCCC1